OC1CCC(CC1)C[C@H]1NC2=C(OC1)C=C(C=C2[N+](=O)[O-])S(=O)(=O)N (R)-3-(((1S,4S)-4-hydroxycyclohexyl)methyl)-5-nitro-3,4-dihydro-2H-benzo[b][1,4]oxazine-7-sulfonamide